OCCCN(CCCN(CCCCCCCC(=O)[O-])CCCCCCCC(=O)OCCCCCCCCCCCCCCCCCCCCCCCC)CCCCCCCC(OCCCCCCCCCCCCCC)=C=O tetracosyl 8,8'-((3-((3-hydroxypropyl)(8-carbonyl-8-(tetradecyloxy)octyl)amino)propyl)azanediyl)dioctanoate